O=C1NC(CCC1C1=C(C=C(CNC(=O)C2=CC3=C(O2)C(C2=CC=CC=C2C3=O)=O)C=C1)F)=O N-(4-(2,6-dioxopiperidin-3-yl)-3-fluorobenzyl)-4,9-dioxo-4,9-dihydronaphtho[2,3-b]furan-2-carboxamide